C(C)CCC=COC1=C(C=CC=C1)C1=C2C=CC(C(=C3C=CC(=C(C=4C=CC(=C(C5=CC=C1N5)C5=C(C=CC=C5)OC=CCCCC)N4)C4=C(C=CC=C4)OC=CCCCC)N3)C3=C(C=CC=C3)OC=CCCCC)=N2.[Mg] magnesium tetrakis[(4-ethylbutenyloxy)phenyl]porphyrin